2-hydroxy-[1,1'-biphenyl]-4,4'-dicarboxylic acid OC1=C(C=CC(=C1)C(=O)O)C1=CC=C(C=C1)C(=O)O